SCOC1=CC=C(C=C1)OCS 1,4-bis(mercaptomethoxy)benzene